C1(=CC=CC=C1)COC=1C=CC2=C(N=CCO2)C1 6-(phenylmethoxy)-2H-1,4-benzoxazine